perfluorododecanol tert-butyl-2-[2-fluoro-4-(trifluoromethyl)phenyl]-3-oxo-piperidine-1-carboxylate C(C)(C)(C)C1(N(CCCC1=O)C(=O)OC(C(C(C(C(C(C(C(C(C(C(C(F)(F)F)(F)F)(F)F)(F)F)(F)F)(F)F)(F)F)(F)F)(F)F)(F)F)(F)F)(F)F)C1=C(C=C(C=C1)C(F)(F)F)F